(S)-6-(5-(difluoromethoxy)pyridin-2-yl)-8-fluoro-2-(4-((6-oxo-5-(trifluoromethyl)-1,6-dihydropyridazin-4-yl)amino)pentyl)isoquinolin-1(2H)-one FC(OC=1C=CC(=NC1)C=1C=C2C=CN(C(C2=C(C1)F)=O)CCC[C@H](C)NC=1C=NNC(C1C(F)(F)F)=O)F